Di-tert-Butyl 2,2'-((ethane-1,2-diylbis(oxy))bis(2-fluoro-4,1-phenylene))bis(7-chloro-4-oxo-4H-chromene-3-carboxylate) C(COC1=CC(=C(C=C1)C=1OC2=CC(=CC=C2C(C1C(=O)OC(C)(C)C)=O)Cl)F)OC1=CC(=C(C=C1)C=1OC2=CC(=CC=C2C(C1C(=O)OC(C)(C)C)=O)Cl)F